C[Si]1(CCC(CC1)NC(=O)C1=C(C=2C(=NC(=CC2F)C)N1)C)C N-(1,1-Dimethylsilacyclohex-4-yl)-4-fluoro-3,6-dimethyl-1H-pyrrolo[2,3-b]pyridine-2-carboxamide